5-(5-bromo-1H-indazol-1-yl)-2-fluorophenol BrC=1C=C2C=NN(C2=CC1)C=1C=CC(=C(C1)O)F